FC(C1=C(C=C(C=C1)C(F)(F)F)B(C1=C(C=CC(=C1)C(F)(F)F)C(F)(F)F)C1=C(C=CC(=C1)C(F)(F)F)C(F)(F)F)(F)F tris(2,5-bis(trifluoromethyl)phenyl)borane